C1(CC1)S(=O)(=O)N1N=CC(=C1)C1=NC=CC(=N1)NC1=CC(=C(C=N1)C(=O)N1CC2(C1)CN(C2)S(=O)(=O)C)NC(C)C (6-((2-(1-(cyclopropylsulfonyl)-1H-pyrazol-4-yl)pyrimidin-4-yl)amino)-4-(isopropylamino)pyridin-3-yl)(6-(methylsulfonyl)-2,6-diazaspiro[3.3]heptan-2-yl)methanone